9b,10,11,11a-tetrahydro-1H-cyclopenta[1,2-a]phenanthrene-6,7-diol C1C=CC=2C1CCC1C=3C=CC(=C(C3C=CC21)O)O